2-[2-[4-[2-[1-(6,7-dihydro-5H-pyrrolo[1,2-c]imidazol-1-yl)-2-oxo-2-(thiazol-2-ylamino)ethyl]-7-fluoro-3-oxo-isoindol-5-yl]phenyl]-2-azaspiro[3.3]heptan-6-yl]acetic acid ethyl ester C(C)OC(CC1CC2(CN(C2)C2=CC=C(C=C2)C=2C=C3C(N(CC3=C(C2)F)C(C(NC=2SC=CN2)=O)C2=C3N(C=N2)CCC3)=O)C1)=O